4-[3-(dimethylamino)-2-nitro-anilino]piperidine-1-carboxylic acid tert-butyl ester C(C)(C)(C)OC(=O)N1CCC(CC1)NC1=C(C(=CC=C1)N(C)C)[N+](=O)[O-]